((hexyl(isobutoxycarbonyl)amino)methyl)benzoate C(CCCCC)N(C(=O)OCC(C)C)COC(C1=CC=CC=C1)=O